Tert-butyl (2s,4R)-4-hydroxy-2-[[(1S)-1-[4-(1-methylimidazol-2-yl)phenyl]ethyl]carbamoyl]pyrrolidine-1-carboxylate O[C@@H]1C[C@H](N(C1)C(=O)OC(C)(C)C)C(N[C@@H](C)C1=CC=C(C=C1)C=1N(C=CN1)C)=O